2-(trimethoxysilyl)-ethyl azide CO[Si](CCN=[N+]=[N-])(OC)OC